1-(3-nitropyridin-4-yl)piperidine-4-carbonitrile [N+](=O)([O-])C=1C=NC=CC1N1CCC(CC1)C#N